1-(5-nitro-pyrimidin-2-yl)-1H-benzimidazole [N+](=O)([O-])C=1C=NC(=NC1)N1C=NC2=C1C=CC=C2